C(C(=C)C)(=O)OCCCCCCNC(=S)N 6-methacryloxyhexyl-2-thiourea